FC1=C(C=C(C=C1)C)C1=C(NC=2C1=NC=CC2)C2=C(C=NC=C2)O[C@H]2CN(CC2)C(C=C)=O 1-[(3R)-3-({4-[3-(2-fluoro-5-methylphenyl)-1H-pyrrolo[3,2-b]pyridin-2-yl]pyridin-3-yl}oxy)pyrrolidin-1-yl]prop-2-en-1-one